2-[1-[(2,3-difluorophenyl)methyl]-5-oxopyrrolidin-2-yl]-N-[2-(2-methoxyphenyl)ethyl]acetamid FC1=C(C=CC=C1F)CN1C(CCC1=O)CC(=O)NCCC1=C(C=CC=C1)OC